4-(4-hydroxyquinazolin-6-yl)-N-(pyridin-4-ylmethyl)-benzenesulfonamide OC1=NC=NC2=CC=C(C=C12)C1=CC=C(C=C1)S(=O)(=O)NCC1=CC=NC=C1